(E)-4-[5-[tert-Butoxycarbonyl-(methyl)amino]-2-methoxy-4-pyridinyl]but-3-enoic acid tert-butyl ester C(C)(C)(C)OC(C\C=C\C1=CC(=NC=C1N(C)C(=O)OC(C)(C)C)OC)=O